CC12C(CN(C1)C1=CC=C(C=C1)N1CCN(CC1)S(=O)(=O)C)(CN(C2)CCCC#N)C 4-(3a,6a-Dimethyl-5-(4-(4-(methylsulfonyl)-piperazin-1-yl)phenyl)hexahydro-pyrrolo[3,4-c]pyrrol-2(1H)-yl)butanenitrile